FC(C)(F)C1=NC=CC(=N1)NC1=CC(=NC=C1C=1N=NC(=CC1)N1CC(C1)(C)OC)NC(C)=O N-(4-((2-(1,1-difluoroethyl)pyrimidin-4-yl)amino)-5-(6-(3-methoxy-3-methylazetidin-1-yl)pyridazin-3-yl)pyridin-2-yl)acetamide